ClC=1C=CC(=NC1F)N1CC=2NC3=CC=C(C=C3C2CC1)F 2-(5-chloro-6-fluoropyridin-2-yl)-6-fluoro-2,3,4,9-tetrahydro-1H-pyrido[3,4-b]indole